tert-butyl-pyrazolone imine C(C)(C)(C)C=1C(N=NC1)=N